NC/C(/CN1N=CC=2C(N(C=CC21)C2CC2)=O)=C\F (E)-1-(2-(aminomethyl)-3-fluoroallyl)-5-cyclopropyl-1,5-dihydro-4H-pyrazolo[4,3-c]pyridin-4-one